ClC1=CC(=NC=C1)C(=O)NC1CCCC1 4-Chloro-N-cyclopentylpyridine-2-carboxamide